methyl (2R,7aS)-2-(3-iodophenoxy)tetrahydro-1H-pyrrolizine-7a(5H)-carboxylate IC=1C=C(O[C@@H]2C[C@@]3(CCCN3C2)C(=O)OC)C=CC1